cyano-7-(2-cyano-5-methoxypyridin-3-yl)-N-methylisoindoline-5-carboxamide C(#N)C1NCC2=CC(=CC(=C12)C=1C(=NC=C(C1)OC)C#N)C(=O)NC